[N+](=O)([O-])C1=C(C=CC=C1)C=1C=C(C=2N(C1)C=C(N2)C2=CC=CC=C2)C2=CC=CC=C2 6-(2-nitrophenyl)-2,8-diphenylimidazo[1,2-a]pyridine